3-hydroxy-3'-carboxybiphenyl OC=1C=C(C=CC1)C1=CC(=CC=C1)C(=O)O